(2R,3R,4S,5R,6R)-2,3,4-tris(benzyloxy)-6-((benzyloxy)methyl)-5-((8-bromooctyl)oxy)tetrahydro-2H-pyran C(C1=CC=CC=C1)O[C@@H]1O[C@@H]([C@H]([C@@H]([C@H]1OCC1=CC=CC=C1)OCC1=CC=CC=C1)OCCCCCCCCBr)COCC1=CC=CC=C1